(3aR,5s,6aS)-N-(5-methyl-6-phenyl-4-(trifluoromethyl)pyridazin-3-yl)-2-((tetrahydro-2H-pyran-4-yl)methyl-d2)octahydrocyclopenta[c]pyrrol-5-amine CC=1C(=C(N=NC1C1=CC=CC=C1)NC1C[C@@H]2[C@@H](CN(C2)C([2H])([2H])C2CCOCC2)C1)C(F)(F)F